C(C)[C@@]1(CC[C@@H]2[C@@H]([C@H]3CC[C@@]4([C@@H](CCC[C@H]4[C@@H]3CC2)C(CN2N=CC(=C2)C#N)=O)C)CC1)O 1-(2-((1R,4aS,4bR,6aR,9S,11aS,11bR,13aS)-9-ethyl-9-hydroxy-13a-methyloctadecahydro-1H-cyclohepta[a]phenanthren-1-yl)-2-oxoethyl)-1H-pyrazole-4-carbonitrile